(S)-2-(3-Chlorophenyl)oxirane ClC=1C=C(C=CC1)[C@@H]1OC1